C(C=1C(C(=O)OCC(C)C)=CC=CC1)(=O)OCC ethyl (isobutyl) phthalate